(R,6S)-6-methoxy-N-((7-(2-methoxypyridin-4-yl)-2,3-dihydro-1H-inden-4-yl)carbamoyl)-6,7-dihydro-5H-pyrazolo[5,1-b][1,3]oxazine-3-sulfonimidamide CO[C@H]1CN2C(OC1)=C(C=N2)[S@](=O)(NC(NC2=C1CCCC1=C(C=C2)C2=CC(=NC=C2)OC)=O)=N